C1(CCCCC1)CCC(=O)OCC(COC(CCC1CCCCC1)=O)CO 2-(hydroxymethyl)propane-1,3-diyl bis(3-cyclohexylpropanoate)